FC1=CC=C(CO[C@H](C(=O)N[C@@H](C)C2=CC=C(C(=O)O)C=C2)C(C)C)C=C1 4-((S)-1-((S)-2-((4-fluorobenzyl)oxy)-3-methylbutanoylamino)ethyl)benzoic acid